3-methoxy-4-methyl-menthol benzoate C(C1=CC=CC=C1)(=O)OC1(CC(CCC1(C(C)C)C)C)OC